FC1=C(C=CC(=C1)F)S(=O)(=O)N 2,4-difluorobenzenesulfonamide